N-((S)-2-((1S,4S)-2,5-diazabicyclo[2.2.1]heptan-2-yl)-1-(3,4-dichlorophenyl)ethyl)-4-(trifluoromethoxy)benzenesulfonamide [C@@H]12N(C[C@@H](NC1)C2)C[C@H](C2=CC(=C(C=C2)Cl)Cl)NS(=O)(=O)C2=CC=C(C=C2)OC(F)(F)F